C1(CC1)[C@@H]1N(CCN(C1)C=1C=CC=2N=CN=C(C2N1)NC1=C(C(=C(C=C1)OC1=CC2=C(N(C=N2)C)C=C1)C)F)C(C=C)=O (S)-1-(2-cyclopropyl-4-(4-((2-fluoro-3-methyl-4-((1-methyl-1H-benzo[d]imidazol-5-yl)oxy)phenyl)amino)pyrido[3,2-d]pyrimidin-6-yl)piperazin-1-yl)prop-2-en-1-one